2-(5-fluoro-2-(2-methoxyethoxy)phenyl)-2-((tetrahydro-2H-pyran-4-yl)oxy)ethanol FC=1C=CC(=C(C1)C(CO)OC1CCOCC1)OCCOC